ClC=1C(NN=CC1N1C[C@@H](CC1)OC1=NC=CC(=C1)C1CCN(CC1)C)=O (R)-4-chloro-5-(3-((4-(1-methylpiperidin-4-yl)pyridin-2-yl)oxy)pyrrolidin-1-yl)pyridazin-3(2H)-one